C(C)(C)(C)OC(=O)N1S(OC[C@H]1C)(=O)=O (R)-4-methyl-1,2,3-oxathiazolidine-3-carboxylic acid tert-butyl ester 2,2-dioxide